CN(CCNC(=O)C=1C=C(C=C(C1)C(F)(F)F)NC(=O)C1=CC=C2CCN(C2=C1)CC=1C=C2C(=NC1)NN=C2C)C N-(3-((2-(Dimethylamino)ethyl)carbamoyl)-5-(trifluoromethyl)phenyl)-1-((3-methyl-1H-pyrazolo[3,4-b]pyridin-5-yl)methyl)indolin-6-carboxamid